(3S)-N,N-dimethyl-piperidin-3-amine CN([C@@H]1CNCCC1)C